(+)-menthyl salicylate C(C=1C(O)=CC=CC1)(=O)OC1CC(CCC1C(C)C)C